C(=O)(O)C=1C=C(C=CC1C(=O)O)C1=NC(=NC(=N1)C1=CC(=C(C=C1)C(=O)O)C(=O)O)C1=CC(=C(C=C1)C(=O)O)C(=O)O tri(3,4-dicarboxyphenyl)s-triazine